3-sulphino-L-alanine S(=O)(O)C[C@H](N)C(=O)O